C(C)(C)(C)OOC(C)(C)C di-tert-butylperoxid